ClC=1C=CC2=C(N(N=N2)[O])C1 6-chloro-1-(λ1-oxidaneyl)-1H-benzo[d][1,2,3]triazole